[Na+].COC=1C=C(C=CC1O)C(C(C(=O)OCC)C(=O)OCC)S(=O)(=O)[O-] 1,3-Diethyl 2-[(3-methoxy-4-hydroxy-phenyl)-sulfomethyl]-malonate sodium salt